P(=O)(OC)(OC)OC1OC(C2=C1C=CC=C2)=O dimethyl (3-oxo-1,3-dihydro-2-benzofuran-1-yl) phosphate